tert-butyl 5-bromo-3-(cyanomethyl)-1H-pyrrolo[2,3-b]pyridine-1-carboxylate BrC=1C=C2C(=NC1)N(C=C2CC#N)C(=O)OC(C)(C)C